Cl.BrC1=CC=C2C(OC(C2=C1)=O)CCCN(C)C 6-bromo-3-(3-(dimethylamino)propyl)isobenzofuran-1(3H)-one hydrochloride